ClC1=C(C=CC=C1)C=1N(C2=NC(=NC(=C2N1)N1CCC(CC1)(C(=O)N)C)N(C)CP(=O)(C)C)C1=CC=C(C=C1)Cl 1-[8-(2-chlorophenyl)-9-(4-chlorophenyl)-2-[dimethylphosphorylmethyl(methyl)amino]purin-6-yl]-4-methyl-piperidine-4-carboxamide